C(C)OC(=O)[C@@]1(CN(CCC1=O)C(=O)OC(C)(C)C)C |r| (+/-)-3-methyl-4-oxopiperidine-1,3-dicarboxylic acid 1-tert-butyl 3-ethyl ester